1,2-dideoxyribose C1CO[C@@H]([C@H]1O)CO